n-[4-[4-(3-methylphenyl)-2-(4-methylsulfonylphenyl)-1,3-thiazol-5-yl]-2-pyridyl]phenylacetamide CC1=CC(=CC=C1)C2=C(SC(=N2)C3=CC=C(C=C3)S(=O)(=O)C)C4=CC(=NC=C4)NC(=O)CC5=CC=CC=C5